NC=1SC=2CN(CCC2N1)C(=O)OC(C)(C)C tert-Butyl 2-amino-6,7-dihydro[1,3]thiazolo[5,4-c]pyridine-5(4H)-carboxylate